mercury sodium salt [Na].[Hg]